2-(2-fluoropyridin-5-yl)-4-phenylquinazoline FC1=NC=C(C=C1)C1=NC2=CC=CC=C2C(=N1)C1=CC=CC=C1